COC=1C=C2C(=NC=NC2=CC1OC)OC1=CC(=C(C(=C1)F)C(C(=O)NC1=CC(=CC(=C1)C(F)(F)F)CN1CCN(CC1)C)=O)F (4-((6,7-dimethoxyquinazolin-4-yl)oxy)-2,6-difluorophenyl)-N-(3-((4-methylpiperazin-1-yl)methyl)-5-(trifluoromethyl)phenyl)-2-oxoacetamide